FC1=CC=C(C=C1)NC(C1=CN=CC(=C1C)C1=C2C=CC=NC2=CC=C1)=O N-(4-fluorophenyl)-4-methyl-5-(quinolin-5-yl)nicotinamide